C[C@H]([C@@H](CCCCCC)O)O (2R,3R)-nonane-2,3-diol